C1NCC=2NC=3C=CC=CC3C21 2h,3h,4h-pyrrolo[3,4-b]indole